FC1=NNC2=C(C(=CC=C12)C(=O)OC)F methyl 3,7-difluoro-1H-indazole-6-carboxylate